5-((2-(2-(benzyloxy)ethoxy)ethoxy)methyl)-N,N-bis(3-methoxybenzyl)pyridin-2-amine C(C1=CC=CC=C1)OCCOCCOCC=1C=CC(=NC1)N(CC1=CC(=CC=C1)OC)CC1=CC(=CC=C1)OC